FC(C1=C(C=C(C=C1)C(F)(F)F)N1C(SCC1=O)=N)(F)F 3-(2,5-bis(trifluoromethyl)phenyl)-2-iminothiazolidin-4-one